ethyl 4-(isobutyl(ethoxycarbonyl)amino)-2-methyl-5-phenylpentanoate C(C(C)C)N(C(CC(C(=O)OCC)C)CC1=CC=CC=C1)C(=O)OCC